C(CCC)N(CC1=CC=C(C=C1)[C@H]1COC2=C(O1)C=CC=C2)CC2=CC=C(C(=O)O)C=C2 4-[(butyl-{4-[(2S)-2,3-dihydro-1,4-benzodioxin-2-yl]benzyl}amino)methyl]benzoic acid